3-[[6-[3-(Difluoromethoxy)-4-fluoro-phenyl]pyrazolo[4,3-b]pyridin-1-yl]methyl]-5-fluoro-benzonitrile FC(OC=1C=C(C=CC1F)C=1C=C2C(=NC1)C=NN2CC=2C=C(C#N)C=C(C2)F)F